N-(3-(6-((5-methyl-1,3,4-oxadiazol-2-yl)amino)-4-(morpholinomethyl)pyridin-2-yl)phenyl)acrylamide CC1=NN=C(O1)NC1=CC(=CC(=N1)C=1C=C(C=CC1)NC(C=C)=O)CN1CCOCC1